(6R)-6,11-dibenzyloxy-12,12-dimethyl-17-nitro-6,15-bis(trifluoromethyl)-19-oxa-3,4,13,18-tetrazatricyclo[12.3.1.12,5]nonadeca-1(18),2,4,8,14,16-hexaene C(C1=CC=CC=C1)O[C@]1(C2=NN=C(C=3C(=CC(=C(NC(C(CC=CC1)OCC1=CC=CC=C1)(C)C)N3)C(F)(F)F)[N+](=O)[O-])O2)C(F)(F)F